N-[7-chloro-4-(2-chloro-5-fluorophenoxy)-3-(1,3-dioxoisoindol-2-yl)-1-methylindazol-5-yl]-3-(trifluoromethyl)benzamide ClC=1C=C(C(=C2C(=NN(C12)C)N1C(C2=CC=CC=C2C1=O)=O)OC1=C(C=CC(=C1)F)Cl)NC(C1=CC(=CC=C1)C(F)(F)F)=O